[C@H]1([C@@H](O)[C@@H](O)[C@H](O)[C@H](O1)CO)O[C@@H]1[C@@H]([C@@H](O[C@@H]([C@H]1O)CO[C@@H]1[C@@H](O)[C@@H](O)[C@H](O)[C@H](O1)CO)OCCC(C(=O)N)CCCC=O)O 2-{[α-D-mannopyranosyl-(1→3)-[α-D-mannopyranosyl-(1→6)-β-D-mannopyranosyl]oxy]ethyl}-6-oxohexanamide